Cerium acrylate C(C=C)(=O)[O-].[Ce+3].C(C=C)(=O)[O-].C(C=C)(=O)[O-]